O1C(=CC=C1)C1=NC2=CC=CC=C2C=C1C=O 2-(2-furyl)-formylquinoline